5-[4-benzyloxy-6-fluoro-1-(4-fluoro-3-methyl-phenyl)-2-isopropenyl-indol-3-yl]Pyridine-3-carboxylic acid methyl ester COC(=O)C=1C=NC=C(C1)C1=C(N(C2=CC(=CC(=C12)OCC1=CC=CC=C1)F)C1=CC(=C(C=C1)F)C)C(=C)C